COC(=O)C1N(CCN(C1)C1=CC(N(C2=CC=C(N=C12)C#N)C)=O)C(C1=CC=C(C=C1)F)C1=CC=C(C=C1)F Methyl-1-(bis(4-fluorophenyl)methyl)-4-(6-cyano-1-methyl-2-oxo-1,2-dihydro-1,5-naphthyridin-4-yl)piperazine-2-carboxylate